OCC1=CC=C(C=C1)C(N1CCN(CC1)C(=O)OC(C)(C)C)([2H])[2H] tert-Butyl 4-((4-(Hydroxymethyl)phenyl)methyl-d2)piperazine-1-carboxylate